tert-butyl 3,3-difluoro-4-pyrrolidin-1-yl-2,6-dihydropyridine-1-carboxylate FC1(CN(CC=C1N1CCCC1)C(=O)OC(C)(C)C)F